(1,1-difluoroethyl)-4-methyl-1H-pyrazole-5-carboxylate FC(C)(F)OC(=O)C1=C(C=NN1)C